CN(/C=C/C1=CC(=NC=C1[N+](=O)[O-])N)C 4-[(E)-2-(dimethylamino)ethenyl]-5-nitropyridin-2-amine